5-(3-((2-chloro-5-(trifluoromethyl)pyrimidin-4-yl)amino)propyl)-2,3-dihydrobenzo[b][1,4]oxazepin-4(5H)-one ClC1=NC=C(C(=N1)NCCCN1C2=C(OCCC1=O)C=CC=C2)C(F)(F)F